FC(S(=O)(=O)OC[C@H]1OCCOC1)(F)F [(2S)-1,4-dioxan-2-yl]methyl trifluoromethanesulfonate